tert-butyl rac-(2R)-5-[5-[[4-[tert-butoxycarbonyl(methyl)amino]-6-methyl-2-pyridyl]amino]-6-fluoro-2,3-dihydrofuro[3,2-b]pyridin-7-yl]-2-methyl-2,3,4,7-tetrahydroazepine-1-carboxylate C(C)(C)(C)OC(=O)N(C1=CC(=NC(=C1)C)NC1=C(C(=C2C(=N1)CCO2)C=2CC[C@H](N(CC2)C(=O)OC(C)(C)C)C)F)C |r|